CSC1=CC=C(CN2C(C3=CC=CC=C3C2=O)=O)C=C1 2-(4-(methylthio)benzyl)isoindoline-1,3-dione